(8S,9S,10R,13S,14S,17S)-17-((E)-1-(acetoxyimino)ethyl)-10,13-dimethyl-6,7,8,9,10,11,12,13,14,15,16,17-dodecahydro-1H-cyclopenta[a]phenanthren-3(2H)-one C(C)(=O)O\N=C(/C)\[C@H]1CC[C@H]2[C@@H]3CCC4=CC(CC[C@@]4([C@H]3CC[C@]12C)C)=O